N-(3-((4-methoxyphenyl)thio)bicyclo[1.1.1]pentan-1-yl)-N,4-dimethylbenzenesulfonamide COC1=CC=C(C=C1)SC12CC(C1)(C2)N(S(=O)(=O)C2=CC=C(C=C2)C)C